FC(C=1C=NN(C1C1=CC2(C1)CCN(CC2)C=2SC1=C(N2)C(=CC(=C1)C(=O)O)C)C1=C(C=CC=C1)OC(F)(F)F)F 2-(2-(4-(difluoromethyl)-1-(2-(trifluoromethoxy)phenyl)-1H-pyrazol-5-yl)-7-azaspiro[3.5]non-1-en-7-yl)-4-methylbenzo[d]thiazole-6-carboxylic acid